methyl-2-decenoate COC(C=CCCCCCCC)=O